BrC=1C=C(C=NC1)C#N 5-bromopyridine-3-carbonitrile